CN1CCN(CC1)C1=CC=C(C=N1)C1=CC2=C(N=C3N2C(CC3)C3=CC=CC=C3)C=C1 7-(6-(4-methylpiperazin-1-yl)pyridin-3-yl)-1-phenyl-2,3-dihydro-1H-benzo[d]pyrrolo[1,2-a]imidazole